2,4-pentanediol bis(p-bromobenzoate) BrC1=CC=C(C(=O)OC(C)CC(C)OC(C2=CC=C(C=C2)Br)=O)C=C1